tert-butyl (1-((2-(trimethylsilyl)ethoxy)methyl)-1H-pyrazolo[4,3-c]pyridin-7-yl)carbamate C[Si](CCOCN1N=CC=2C=NC=C(C21)NC(OC(C)(C)C)=O)(C)C